2,2-bis(4-hydroxy-3-phenyl-5-ethylphenyl)propane tert-butyl-4-(3-(2,6-dioxopiperidin-3-yl)-2-oxo-2,3-dihydrobenzo[d]oxazol-7-yl)piperidine-1-carboxylate C(C)(C)(C)OC(=O)N1CCC(CC1)C1=CC=CC=2N(C(OC21)=O)C2C(NC(CC2)=O)=O.OC2=C(C=C(C=C2CC)C(C)(C)C2=CC(=C(C(=C2)CC)O)C2=CC=CC=C2)C2=CC=CC=C2